4-(pyridin-2-yloxy)benzaldehyde N1=C(C=CC=C1)OC1=CC=C(C=O)C=C1